4-bromo-2-nitro-6-(trifluoromethyl)aniline tert-butyl-1-(6-chloro-5-methyl-pyridazin-3-yl)-3,3a,4,5,7,7a-hexahydro-2H-pyrrolo[2,3-c]pyridine-6-carboxylate C(C)(C)(C)OC(=O)N1CC2C(CC1)CCN2C=2N=NC(=C(C2)C)Cl.BrC2=CC(=C(N)C(=C2)C(F)(F)F)[N+](=O)[O-]